ClC=1C(=C(C2=C(N(C=N2)C2CN(CC2)C(C=C)=O)C1)F)C1=C(C=CC=C1O)F 1-(3-(6-chloro-4-fluoro-5-(2-fluoro-6-hydroxyphenyl)-1H-benzo[d]imidazol-1-yl)pyrrolidin-1-yl)prop-2-en-1-one